N-[3-(7-{[(3S,4R)-3-fluoro-1-methylpiperidin-4-yl]amino}-3-(2,2,2-trifluoroethyl)pyrazolo[1,5-a]pyridin-2-yl)prop-2-yn-1-yl]-5,6-dihydro-4H-pyrrolo[1,2-b]pyrazole-3-carboxamide F[C@H]1CN(CC[C@H]1NC1=CC=CC=2N1N=C(C2CC(F)(F)F)C#CCNC(=O)C2=C1N(N=C2)CCC1)C